1-[(3r,4r)-4-({5-fluoro-4-[4-fluoro-2-methyl-1-(propan-2-yl)-1H-benzimidazol-6-yl]pyrimidin-2-yl}amino)-3-hydroxypiperidin-1-yl]ethan-1-one FC=1C(=NC(=NC1)N[C@H]1[C@@H](CN(CC1)C(C)=O)O)C=1C=C(C2=C(N(C(=N2)C)C(C)C)C1)F